N-(3-(3-(2-nitro-1-phenylethyl)-1H-indol-2-yl)phenyl)acrylamide [N+](=O)([O-])CC(C1=CC=CC=C1)C1=C(NC2=CC=CC=C12)C=1C=C(C=CC1)NC(C=C)=O